5-Bromo-3-(4,4-difluorocyclohexyl)pyrimidin-4(3H)-one BrC=1C(N(C=NC1)C1CCC(CC1)(F)F)=O